4-[(2S,5S)-7-fluoro-2,3-dihydro-2,5-methano-1,4-benzoxazepin-4(5H)-yl]-3,3-dimethyl-4-oxobutanenitrile FC=1C=CC2=C([C@H]3N(C[C@@H](O2)C3)C(C(CC#N)(C)C)=O)C1